C(C1=CC=CC=C1)OC1=CC=C(C=C1)C[C@@H](C(=O)OC)O[Si](C)(C)C(C)(C)C methyl (S)-3-(4-(benzyloxy)phenyl)-2-((tert-butyldimethylsilyl)oxy)propanoate